C(C)(C)(C)[Si](O[C@H]1C[C@@H](N(C1)C(=O)OCC1=CC=CC=C1)C(=O)OC)(C)C 1-benzyl 2-methyl (2R,4S)-4-((tertbutyldimethylsilyl)oxy)pyrrolidine-1,2-dicarboxylate